1-Dodecyl-3-methylimidazole bromine salt [Br].C(CCCCCCCCCCC)N1CN(C=C1)C